FC1=C(C=CC(=C1)F)C=1C=NC=2N(C1)C=C(N2)COC2=NC=CC(=C2)F 6-(2,4-difluorophenyl)-2-[(4-fluoro-2-pyridinyl)oxymethyl]imidazo[1,2-a]pyrimidine